ClC1=CC(=C(C=C1F)C(\C=C(\C)/N(C)C)=O)F (Z)-1-(4-chloro-2,5-difluorophenyl)-3-(dimethylamino)but-2-ene-1-one